tert-Butyl 2-[1-[6-methyl-4-oxo-2-(1H-pyrrolo[3,2-b]pyridin-6-yl)chromen-8-yl]ethylamino]benzoate CC=1C=C2C(C=C(OC2=C(C1)C(C)NC1=C(C(=O)OC(C)(C)C)C=CC=C1)C=1C=C2C(=NC1)C=CN2)=O